O[C@@H](C)C[C@H](CCC=C)S(=O)(=O)N(CC1=CC=C(C=C1)OC)CC1=CC=C(C=C1)OC (2S,4S)-2-HYDROXY-N,N-BIS(4-METHOXYBENZYL)OCT-7-ENE-4-SULFONAMIDE